tert-Butyl (R)-10-((4-oxoquinazolin-3(4H)-yl)methyl)-7-azaspiro[4.5]decane-7-carboxylate O=C1N(C=NC2=CC=CC=C12)C[C@@H]1CCN(CC12CCCC2)C(=O)OC(C)(C)C